ClC1=CC(=C(C=C1)N(S(=O)(=O)C=1C=C2C(=C(N(C2=CC1)C)C(=O)O)C)CC)CN(C(=O)C1CC1)CC=1OC=CC1 5-(N-(4-chloro-2-((N-(furan-2-ylmethyl)cyclopropanecarboxamido)methyl)phenyl)-N-ethylsulfamoyl)-1,3-Dimethyl-1H-indole-2-carboxylic acid